quinazolin-2-oneSulfonyl fluoride N1C(N=C(C2=CC=CC=C12)S(=O)(=O)F)=O